8-methyl-2-(methylsulfonyl)-6-phenylpyrido[2,3-d]pyrimidin CN1CC(=CC2=C1N=C(N=C2)S(=O)(=O)C)C2=CC=CC=C2